biotinHydrazide 5,5'-(1,2-ethynediyl)bis(1,3-benzenedicarboxylate) C(#CC=1C=C(C=C(C1)C(=O)O)C(=O)O)C=1C=C(C=C(C1)C(=O)O)C(=O)O.C(CCCC[C@@H]1SC[C@@H]2NC(=O)N[C@H]12)(=O)NN